methyl 1H-pyrazolo[3,4-c]pyridine-5-carboxylate N1N=CC=2C1=CN=C(C2)C(=O)OC